iron-boron-iron [Fe].[B].[Fe]